7H-pyrazolo[1,5-a]pyrimidin-7-one N1C=CC=2N1C(C=CN2)=O